2-(tert-Butylcarbonyl)-2-azaspiro[3.5]nonane-7-carboxylic acid C(C)(C)(C)C(=O)N1CC2(C1)CCC(CC2)C(=O)O